N1N=CC(=C1)C#N 1H-pyrazole-4-Carbonitrile